5-amino-3-((3,5-dimethoxyphenyl)ethynyl)-1-(1-(4-methoxybut-2-enoyl)pyrrolidin-3-yl)-1H-pyrazole-4-carboxamide NC1=C(C(=NN1C1CN(CC1)C(C=CCOC)=O)C#CC1=CC(=CC(=C1)OC)OC)C(=O)N